3-chloro-2-(2-chloroethoxy)-5-(2-(4-((2-(methylthio)pyrimidin-4-yl)methoxy)phenyl)propan-2-yl)benzonitrile ClC=1C(=C(C#N)C=C(C1)C(C)(C)C1=CC=C(C=C1)OCC1=NC(=NC=C1)SC)OCCCl